7-amino-2-[2-(1,3-thiazol-2-yl)prop-2-en-1-yl]-4-[3-(thiophen-2-yl)-1H-indazol-5-yl]-2,3-dihydro-1H-isoindol-1-one NC=1C=CC(=C2CN(C(C12)=O)CC(=C)C=1SC=CN1)C=1C=C2C(=NNC2=CC1)C=1SC=CC1